OC1=CC(C(=CC1=O)O)=O 3,6-dihydroxy-p-benzoquinone